FC1=CC(=C(C=C1[N+](=O)[O-])NC(C)=O)C N-(4-Fluoro-2-methyl-5-nitrophenyl)-acetamid